C(C)(C)(C)[I+]C1=CC=CC=C1.NC1=CC=2C=C(C=C(C2C=C1)S(=O)(=O)[O-])S(=O)(=O)[O-].C(C)(C)(C)[I+]C1=CC=CC=C1 2-amino-5,7-naphthalenedisulfonic acid, tert-butylphenyl-iodonium Salt